methyl 2-[(4-methoxyphenyl)methyl]-5-[[6-(4-methylpiperazin-1-yl)pyridine-3-carbonyl]amino]pyrazole-3-carboxylate COC1=CC=C(C=C1)CN1N=C(C=C1C(=O)OC)NC(=O)C=1C=NC(=CC1)N1CCN(CC1)C